methyl 6-(((6aR,8R)-6a-(difluoromethyl)-2-(3-fluoro-2-methoxyphenyl)-5,6,6a,7,8,9-hexahydropyrrolo[1',2':4,5]pyrazino[2,3-c]pyridazin-8-yl)oxy)-5-fluoronicotinate FC([C@]12N(C=3C(=NN=C(C3)C3=C(C(=CC=C3)F)OC)NC1)C[C@@H](C2)OC2=NC=C(C(=O)OC)C=C2F)F